N-(4-chloro-3-{4-methoxy-6-[3-(1-methylcyclopropyl)phenyl]-1,3,5-triazin-2-yl}benzyl)-3,3,3-trifluoro-2,2-dimethylpropionamide ClC1=C(C=C(CNC(C(C(F)(F)F)(C)C)=O)C=C1)C1=NC(=NC(=N1)OC)C1=CC(=CC=C1)C1(CC1)C